ClC=1C=C(C(N(C1CBr)C1=CC=C(C=C1)F)=O)C(=O)OCC ethyl 5-chloro-6-(bromomethyl)-1-(4-fluorophenyl)-2-oxo-1,2-dihydropyridine-3-carboxylate